ClC1=C(C=CC(=C1Cl)Cl)N=C=S 2,3,4-trichloro-1-isothiocyanatobenzene